1-(1-hexyl)-3-methylimidazolium C(CCCCC)N1C=[N+](C=C1)C